pentafluorophenyl 3-(2,4-dioxotetrahydropyrimidin-1(2H)-yl)-4-ethylbenzoate O=C1N(CCC(N1)=O)C=1C=C(C(=O)OC2=C(C(=C(C(=C2F)F)F)F)F)C=CC1CC